CN(C(OC(C)(C)C)=O)C[C@H]1NCCC1 (S)-tert-butyl methyl(pyrrolidine-2-ylmethyl)carbamate